trans-2-((4-(4-(4-Chlorophenyl)-5-(difluoromethyl)-4H-1,2,4-triazol-3-yl)cyclohexyl)oxy)pyridin ClC1=CC=C(C=C1)N1C(=NN=C1C(F)F)[C@@H]1CC[C@H](CC1)OC1=NC=CC=C1